2-lauryl-N-carboxymethyl-N-hydroxyethylimidazolinium C(CCCCCCCCCCC)C=1[N+](CCN1)(CCO)CC(=O)O